N-(2,4-dichlorophenyl)-4-iodobenzenesulfonamide ClC1=C(C=CC(=C1)Cl)NS(=O)(=O)C1=CC=C(C=C1)I